(2-fluorophenyl)-1,3-dithiane FC1=C(C=CC=C1)C1SCCCS1